C(C)N(C1=CC=C(C=O)C=C1)C 4-[ETHYL(METHYL)AMINO]BENZALDEHYDE